COC1=CC=CC(=N1)C1=NN2C(CNCCC2)=C1 2-(6-methoxy-2-pyridyl)-5,6,7,8-tetrahydro-4H-pyrazolo[1,5-a][1,4]diazepine